N2-(2-methoxy-4-(4-(4-methylpiperazin-1-yl)piperidin-1-yl)phenyl)-7-methyl-N6-(1-(methylsulfonyl)indolin-7-yl)-7H-purine-2,6-diamine COC1=C(C=CC(=C1)N1CCC(CC1)N1CCN(CC1)C)NC1=NC(=C2N(C=NC2=N1)C)NC=1C=CC=C2CCN(C12)S(=O)(=O)C